3-[3-[(7S,9aR)-7-(4-chlorophenyl)-7-hydroxy-3,4,6,8,9,9a-hexahydro-1H-pyrido[1,2-a]pyrazine-2-carbonyl]-2-chlorophenyl]-1,3-oxazolidin-2-one ClC1=CC=C(C=C1)[C@]1(CC[C@H]2N(CCN(C2)C(=O)C=2C(=C(C=CC2)N2C(OCC2)=O)Cl)C1)O